(S)-2-allyl-5-((4-((2-hydroxy-1-phenylethyl)amino)-5-(3,8-dioxa-1-azaspiro[4.5]dec-1-en-2-yl)pyrimidin-2-yl)amino)-3,3-dimethylisoindolin-1-one C(C=C)N1C(C2=CC=C(C=C2C1(C)C)NC1=NC=C(C(=N1)N[C@H](CO)C1=CC=CC=C1)C1=NC2(CO1)CCOCC2)=O